3-(((2,5-Bis(trifluoromethyl)pyrazolo[1,5-a]pyrimidin-7-yl)amino)methyl)-3-(4-fluorophenyl)cyclobutan-1-one FC(C1=NN2C(N=C(C=C2NCC2(CC(C2)=O)C2=CC=C(C=C2)F)C(F)(F)F)=C1)(F)F